1-(tert-butyl)-N-(2-((4-(6-(cis-2,6-dimethylmorpholino)pyridin-2-yl)-5-fluorothiazol-2-yl)amino)-2-oxoethyl)-1H-pyrrole-3-carboxamide C(C)(C)(C)N1C=C(C=C1)C(=O)NCC(=O)NC=1SC(=C(N1)C1=NC(=CC=C1)N1C[C@@H](O[C@@H](C1)C)C)F